N-(5-chloro-1-(3-fluorobicyclo[1.1.1]pentan-1-yl)-1H-pyrazol-4-yl)-6-methyl-7-(piperazin-1-yl)quinazolin-2-amine ClC1=C(C=NN1C12CC(C1)(C2)F)NC2=NC1=CC(=C(C=C1C=N2)C)N2CCNCC2